N,N-dihexadecylhydroxylamine oxide C(CCCCCCCCCCCCCCC)[N+](O)(CCCCCCCCCCCCCCCC)[O-]